3-fluoro-2-(hydroxymethyl)pyrrolidine-1-carboxylate FC1C(N(CC1)C(=O)[O-])CO